(difluoromethyl)-N,1-dimethyl-1H-indazole-5-carboxamide FC(F)C1=NN(C2=CC=C(C=C12)C(=O)NC)C